C(#N)C1(CN(CCC1)C(=O)OC(C)(C)C)C1=NNC=C1 tert-butyl 3-cyano-3-(1H-pyrazol-3-yl)piperidine-1-carboxylate